FC(OC1=C(C=C(C=C1)NN)C1=NN=C(N1CC1=CC=C(C=C1)OC)C)F 3-(2-(difluoromethoxy)-5-hydrazinophenyl)-4-(4-methoxybenzyl)-5-methyl-4H-1,2,4-triazole